(R)-1-(2-aminopropanamido)-N-(6-(trifluoromethoxy)benzo[d]thiazol-2-yl)cyclobutane-1-carboxamide N[C@@H](C(=O)NC1(CCC1)C(=O)NC=1SC2=C(N1)C=CC(=C2)OC(F)(F)F)C